FC1=CC=C(CC2C(NCC2)=O)C=C1 3-(4-fluorobenzyl)pyrrolidin-2-one